C(C)(C)N1N=C(N=C1CN)C (2-isopropyl-5-methyl-1,2,4-triazol-3-yl)methylamine